C(#N)[C@H](CC1=CC=C(C=C1)C=1C=CC2=C(N(C(O2)=O)C)C1)NC(=O)C1OCC(CCNC1)OC N-((S)-1-cyano-2-(4-(3-methyl-2-oxo-2,3-dihydrobenzo[d]oxazol-5-yl)phenyl)ethyl)-7-methoxy-1,4-oxazocane-2-carboxamide